ClC1=C(C=CC=C1B1OC(C(O1)(C)C)(C)C)NC(=O)C1=NN2C(C(CCC2)N2CCC(CC2)C(=O)OC)=C1 methyl 1-[2-[[2-chloro-3-(4,4,5,5-tetramethyl-1,3,2-dioxaborolan-2-yl)phenyl]carbamoyl]-4,5,6,7-tetrahydropyrazolo[1,5-a]pyridin-4-yl]piperidine-4-carboxylate